FCCN1CCN(CC1)C1=C(CN2CCCC23CCN(CC3)C(=O)OC(C(F)(F)F)C(F)(F)F)C=CC(=C1)C(F)(F)F 1,1,1,3,3,3-hexafluoropropan-2-yl 1-(2-(4-(2-fluoroethyl) piperazin-1-yl)-4-(trifluoromethyl) benzyl)-1,8-diazaspiro[4.5]decane-8-carboxylate